C(C)(C)(C)OC(=O)N1C[C@@H](N([C@H](C1)C)C=1C2=C(N(C(N1)=O)C=1C(=NC=CC1C(C)C)C(C)C)N=C(C(=C2)F)Cl)C (3s,5s)-4-(7-chloro-1-(2,4-diisopropylpyridin-3-yl)-6-fluoro-2-oxo-1,2-dihydropyrido[2,3-d]pyrimidin-4-yl)-3,5-dimethylpiperazine-1-carboxylic acid tert-butyl ester